ClC1=CC(=NC=C1[Si](C)(C)C)C1=CC=CC=2N3C(SC21)=CC=C3 5-(4-chloro-5-(trimethylsilyl)pyridin-2-yl)benzo[d]pyrrolo[2,1-b]thiazole